pyrazolo[1,5-a]pyrimidine-5,7-d2-3-Carboxamide N1=CC(=C2N1C(=CC(=N2)[2H])[2H])C(=O)N